methyl 3-chloro-6-methyl-pyridazine-4-carboxylate ClC=1N=NC(=CC1C(=O)OC)C